CN1CC=CC=C1 1-methyl-1,2-dihydropyridine